C(#C)N1S(C2=C(C1)C=CC=C2)(=O)=O 2-ethynyl-2,3-dihydrobenzisothiazole 1,1-dioxide